BrC1=CC=C2C3(CC=4C(=NOC4C2=C1)NS(=O)(=O)C1=C(C=C(C(=O)NC)C=C1)OC)CC3 4-(N-(8'-bromo-4'H-spiro[cyclopropane-1,5'-naphtho[2,1-d]isoxazol]-3'-yl)sulfamoyl)-3-methoxy-N-methylbenzamide